7-(1,4-diazacycloheptan-1-yl)-2-(2-methyl-1,3-benzothiazol-5-yl)-4H-pyrido[1,2-a]pyrimidin-4-one N1(CCNCCC1)C=1C=CC=2N(C(C=C(N2)C=2C=CC3=C(N=C(S3)C)C2)=O)C1